3-[3-Methyl-2-oxo-4-(2-piperazin-1-ylethyl)benzimidazol-1-yl]piperidine-2,6-dione CN1C(N(C2=C1C(=CC=C2)CCN2CCNCC2)C2C(NC(CC2)=O)=O)=O